BrC1=C(C(=CC=C1)O)C(\C=C\C1=C(C=C(C=C1)Cl)F)=O (E)-1-(2-bromo-6-hydroxyphenyl)-3-(4-chloro-2-fluorophenyl)prop-2-en-1-one